(R)-2-((1-(2-cyano-3-(4-cyclopentyl-piperidin-1-yl)-7-methylquinoxalin-5-yl)ethyl)amino)benzoic acid C(#N)C1=NC2=CC(=CC(=C2N=C1N1CCC(CC1)C1CCCC1)[C@@H](C)NC1=C(C(=O)O)C=CC=C1)C